CC(C(=O)N)C1=CC=C(C=C1)C1=NC=CC=C1 methyl-2-[4-(2-pyridinyl)-phenyl]-acetamide